5-[5-Ethoxy-2-(quinoline-8-sulfonylamino)-phenylethynyl]-pyridine-2-carboxylic acid C(C)OC=1C=CC(=C(C1)C#CC=1C=CC(=NC1)C(=O)O)NS(=O)(=O)C=1C=CC=C2C=CC=NC12